(aminomethyl)-N,N-dimethylpyridin-2-amine NCC=1C(=NC=CC1)N(C)C